C1(CCCCC1)C[C@@H](C(=O)N[C@@H](C[C@H]1C(NCC1)=O)C(C(=O)NC)=O)NC(=O)C1(C2=CC=CC=C2C=2C=CC=CC12)O N-((S)-3-cyclohexyl-1-(((S)-4-(methylamino)-3,4-dioxo-1-((S)-2-oxopyrrolidin-3-yl)butan-2-yl)amino)-1-oxopropan-2-yl)-9-hydroxy-9H-fluorene-9-carboxamide